tert-butyl(4-ethyl-3-(((8-isopropyl-2-((tetrahydro-2H-pyran-4-yl)amino)pyrazolo[1,5-a][1,3,5]triazin-4-yl)amino)methyl)phenyl)carbamate C(C)(C)(C)OC(NC1=CC(=C(C=C1)CC)CNC1=NC(=NC=2N1N=CC2C(C)C)NC2CCOCC2)=O